CC1(OCCCC1)C (4S)-2,2-dimethyloxacyclohexane